lithium dithiocyano bis(oxalate) phosphate P(=O)([O-])(O)O.C(C(=O)O)(=O)OSC#N.C(C(=O)O)(=O)OSC#N.[Li+]